1-(6-amino-3,5-difluoropyridin-2-yl)-6-fluoro-7-(3-hydroxyazepin-1-yl)-4-oxo-1,4-dihydroquinoline-3-carboxylic acid NC1=C(C=C(C(=N1)N1C=C(C(C2=CC(=C(C=C12)N1C=C(C=CC=C1)O)F)=O)C(=O)O)F)F